ClC1=C(N[N+]#N)C(=CC(=C1)C(F)(F)F)Cl 2,6-dichloro-4-trifluoromethyl-anilinediazonium